nonadecane-2,15-diol CC(CCCCCCCCCCCCC(CCCC)O)O